C[C@@H](C(=O)N[C@H]1C2=C(CN3N(C1=O)CCC3)C=CC=C2)CC(=O)NC=2C(=NN(C2)C=2C=NC(=CC2)C(F)(F)F)C (R)-2-Methyl-N4-(3-methyl-1-(6-(trifluoromethyl)pyridin-3-yl)-1H-pyrazol-4-yl)-N1-((S)-11-oxo-2,3,10,11-tetrahydro-1H,5H-benzo[d]pyrazolo[1,2-a][1,2]diazepin-10-yl)succinamid